C[Si](CCOCOC1CC2(C1)CCC(CC2)OS(=O)(=O)C2=CC=C(C=C2)C)(C)C [2-(2-trimethylsilylethoxymethoxy)spiro[3.5]nonan-7-yl]4-methylbenzenesulfonate